2-[(4-{2-[(4-cyano-2-fluorobenzyl)oxy]pyridin-3-yl}piperidin-1-yl)methyl]-1-(1,3-oxazol-2-ylmethyl)-1H-benzimidazole-6-carboxylic acid C(#N)C1=CC(=C(COC2=NC=CC=C2C2CCN(CC2)CC2=NC3=C(N2CC=2OC=CN2)C=C(C=C3)C(=O)O)C=C1)F